C(#N)C1CCN(CC1)C1=C(C=C(C=C1)C(F)(F)F)NS(=O)(=O)C=1C=C(C(=O)O)C=CC1OC 3-(N-(2-(4-cyanopiperidin-1-yl)-5-(trifluoromethyl)phenyl)sulfamoyl)-4-methoxybenzoic acid